Cl.NC1=NC=C(C=C1C#N)C1=NN2C(=C1)C1(CNCC1)OCC2 2-amino-5-[6,7-dihydrospiro[pyrazolo[5,1-c][1,4]oxazine-4,3'-pyrrolidin]-2-yl]pyridine-3-carbonitrile hydrochloride